1,3,5-trimethylnaphthalene CC1=CC(=CC2=C(C=CC=C12)C)C